S1C(=CC=2CNC=CC21)C(=O)N 4,5-dihydrothiopheno[3,2-c]pyridine-2-carboxamide